C(C)N1N=C(C=C1C(=O)OCCOC1=CC(=CC2=C1N(C(=N2)NC(=O)C2=CC(=NN2CC)C)C\C=C\CN)C(N)=O)C (E)-2-((1-(4-aminobut-2-en-1-yl)-5-carbamoyl-2-(1-ethyl-3-methyl-1H-pyrazole-5-carboxamido)-1H-benzo[d]imidazol-7-yl)oxy)ethyl 1-ethyl-3-methyl-1H-pyrazole-5-carboxylate